C(ON1C(C2=CC=CC=C2C1=O)=O)([O-])=O 1,3-dioxoisoindolin-2-yl carbonate